bis(naphthalen-1-ylmethyl)oxalamide C1(=CC=CC2=CC=CC=C12)CNC(C(=O)NCC1=CC=CC2=CC=CC=C12)=O